2-(7-fluoroheptyl)decanoic acid FCCCCCCCC(C(=O)O)CCCCCCCC